benzyl (1-(tert-butyl)-3-((2R,4R)-4-(((4-nitrophenoxy)carbonyl)oxy)tetrahydrofuran-2-yl)-1H-pyrazol-5-yl)carbamate C(C)(C)(C)N1N=C(C=C1NC(OCC1=CC=CC=C1)=O)[C@@H]1OC[C@@H](C1)OC(=O)OC1=CC=C(C=C1)[N+](=O)[O-]